NC1=C(C(N(N=C1)CC1=NC(=NO1)C[C@H](O)C1=CC(=C(C=C1)Cl)F)=O)C (S)-5-amino-2-((3-(2-(4-chloro-3-fluorophenyl)-2-hydroxyethyl)-1,2,4-oxadiazol-5-yl)methyl)-4-methylpyridazin-3(2H)-one